Ruthenium-Iridium-Oxide [Ir]=O.[Ru]